S(=O)(=O)(C1=CC=C(C)C=C1)NN=C1CCN(CC1)C(=O)OC(C)(C)C Tert-Butyl 4-(2-tosylhydrazineylidene)piperidine-1-carboxylate